N-(3-(5-chloro-1H-indol-3-yl)propyl)-4-(3-(2,4,5-trimethyl-1H-imidazol-1-yl)propoxy)benzenesulfonamide ClC=1C=C2C(=CNC2=CC1)CCCNS(=O)(=O)C1=CC=C(C=C1)OCCCN1C(=NC(=C1C)C)C